2-butyl-1H-imidazole-4,5-Dicarbonitrile C(CCC)C=1NC(=C(N1)C#N)C#N